C(C)OC1=C(C=C(C=C1OC)F)F 2-ethoxy-1,5-difluoro-3-methoxybenzene